FC(C)(F)C1=NC(=CC(=N1)NC1=C(C=NC(=C1)NC(C)=O)C1=NC(=CC=C1)OC)C N-(4'-((2-(1,1-difluoroethyl)-6-methylpyrimidin-4-yl)amino)-6-methoxy-[2,3'-bipyridin]-6'-yl)acetamide